COCOC1=C(C=CC(=C1)C1=CN=NC(=C1)OC)C1=CC=C(N=N1)N1C[C@H](CC1)NC1CC(C1)O (1s,3s)-3-((1-(6-(2-(methoxymethoxy)-4-(6-methoxypyridazin-4-yl)phenyl)pyridazin-3-yl)pyrrolidin-3-yl)amino)cyclobutan-1-ol